COC=1C=C(C=CC1)C=1C(=C2N(N1)CCC2)C2=CC1=C(N=CS1)C=C2 6-(2-(3-Methoxyphenyl)-5,6-dihydro-4H-pyrrolo[1,2-b]pyrazol-3-yl)benzo[d]thiazole